OCNCCO 2-[(hydroxymethyl)amino]Ethanol